3-[2-(aminomethyl)-4-fluoro-phenoxy]-4-[(5-chloropyrazolo[1,5-a]pyrimidine-3-carbonyl)amino]benzoic acid hydrochloride Cl.NCC1=C(OC=2C=C(C(=O)O)C=CC2NC(=O)C=2C=NN3C2N=C(C=C3)Cl)C=CC(=C1)F